(E)-N'-(3,5-dimethoxybenzylidene)-6-(2-fluorophenyl)pyrazine-2-carbohydrazide COC=1C=C(\C=N\NC(=O)C2=NC(=CN=C2)C2=C(C=CC=C2)F)C=C(C1)OC